O1C(=CCC1)C=1C=CC=CC1 5-(4,5-dihydrofuran-2-yl)benzol